5-Bromo-N-(3-chloro-4-(piperazine-1-carbonyl)phenyl)-1-methyl-1h-imidazole-2-carboxamide BrC1=CN=C(N1C)C(=O)NC1=CC(=C(C=C1)C(=O)N1CCNCC1)Cl